ClC=1C=C(C=CC1)[C@@H]1[C@H](C1)C(=O)NC1=NC=CC(=C1)NCC=1N=C2N(C=C(C=C2)C2CC2)C1 |r| rac-(1S*,2S*)-2-(3-chlorophenyl)-N-(4-(((6-cyclopropylimidazo[1,2-a]pyridin-2-yl)methyl)amino)pyridin-2-yl)cyclopropane-1-carboxamide